6-(Cyclopropyl-(methyl)amino)-1-oxo-2,3-dihydro-1H-pyrrolo[3,4-c]pyridine-4-carboxylic acid methyl ester COC(=O)C1=NC(=CC2=C1CNC2=O)N(C)C2CC2